CN(C)CCN1CN(CN(C1)CCN(C)C)CCN(C)C N,N',N''-tris(dimethylaminoethyl)hexahydro-s-triazine